6-[2-(2-aminoethylamino)-2-oxo-ethoxy]-N-[3-[(1S)-1-[(4-methyl-1,2,4-triazol-3-yl)sulfanyl]ethyl]phenyl]isoquinoline-3-carboxamide hydrochloride Cl.NCCNC(COC=1C=C2C=C(N=CC2=CC1)C(=O)NC1=CC(=CC=C1)[C@H](C)SC1=NN=CN1C)=O